CC(CCO)=C 3-METHYLBUT-3-EN-1-OL